2,4-dichloro-nitropyrimidine ClC1=NC=C(C(=N1)Cl)[N+](=O)[O-]